(2S)-4-(hydroxymethyl)-5-oxopyrrolidin OCC1CCNC1=O